OCC=1N=C(C=2N(C1)C1=C(N2)C=CC=C1)NC(OC(C)(C)C)=O tert-butyl (3-(hydroxymethyl)benzo[4,5]imidazo[1,2-a]pyrazin-1-yl)carbamate